C1(CC1)C=1C=C(C(=C(C1)O)C=1C=2N(C(=NN1)NCC(C)(C)O)C=CC2)F 5-cyclopropyl-3-fluoro-2-{4-[(2-hydroxy-2-methylpropyl)amino]pyrrolo[1,2-d][1,2,4]triazin-1-yl}phenol